tert-butyl 2-(4-formylphenyl)pyrrolidine-1-carboxylate C(=O)C1=CC=C(C=C1)C1N(CCC1)C(=O)OC(C)(C)C